tert-butyl 2-[4-(5-cyano-2-pyridyl)piperazine-1-carbonyl]-2-methyl-morpholine-4-carboxylate C(#N)C=1C=CC(=NC1)N1CCN(CC1)C(=O)C1(CN(CCO1)C(=O)OC(C)(C)C)C